FC(N1N=C(C=C1)C1=C(C=NC(=C1)C1=CC=C(C=C1)F)[C@H]1CN(CC1)C(C=C)=O)F 1-[(3S)-3-[4-[1-(difluoromethyl)pyrazol-3-yl]-6-(4-fluorophenyl)-3-pyridyl]pyrrolidin-1-yl]prop-2-en-1-one